disodium 2-{5-[1-({[4-methyl-2-(morpholin-4-yl) phenyl](phenyl)methyl} carbamoyl) cyclopropyl]-1H-indol-3-yl}ethyl phosphate P(=O)(OCCC1=CNC2=CC=C(C=C12)C1(CC1)C(NC(C1=CC=CC=C1)C1=C(C=C(C=C1)C)N1CCOCC1)=O)([O-])[O-].[Na+].[Na+]